FC=1C(=C(C=C(C1)F)[Ir+]C(C1=NC=CC=C1)=O)C1=NC=CC=C1 3,5-difluoro-2-(2-pyridyl)phenyl-(picolinoyl)iridium (III)